C(#N)CC(=O)NC1=CC=C(C=C1)N1C(N(C2=C(C1)C1=C(N=C2)NC(=C1)C1=CC=C(C=C1)CN1CCC(CC1)S(=O)(=O)C)C)=O 2-cyano-N-(4-(4-methyl-8-(4-((4-(methylsulfonyl)piperidin-1-yl)methyl)phenyl)-3-oxo-1,3,4,7-tetrahydro-2H-pyrrolo[3',2':5,6]pyrido[3,4-d]pyrimidin-2-yl)phenyl)acetamide